tert-butyl-dimethyl-(1-methyl-2-nitro-ethoxy)silane C(C)(C)(C)[Si](OC(C[N+](=O)[O-])C)(C)C